C1(CC1)CC[C@@H](C(=O)OC)NC(=O)OC(C)(C)C methyl (2S)-4-cyclopropyl-2-[(2-methylpropan-2-yl)oxycarbonylamino]butanoate